(2R,6S)-N-{2-benzyl-2-azaspiro[3.3]heptan-6-yl}-4-(6-fluoroquinazolin-2-yl)-2,6-dimethylpiperazine-1-carboxamide C(C1=CC=CC=C1)N1CC2(C1)CC(C2)NC(=O)N2[C@@H](CN(C[C@@H]2C)C2=NC1=CC=C(C=C1C=N2)F)C